C(#N)\C(=C/C1=C(N(C(=C1)C)C=1SC(=CC1C#N)C)C)\C1=NC2=C(C=NC(=C2)OC)N1C (E)-2-(3-(2-cyano-2-(6-methoxy-3-Methyl-3H-imidazo[4,5-c]pyridin-2-yl)vinyl)-2,5-dimethyl-1H-pyrrol-1-yl)-5-methylthiophene-3-carbonitrile